2-[(6-methoxy-3-pyridyl)methyl]-6-{[2-(1-methylpyrazol-4-yl)-4-pyridyl]oxy}-3H-quinazolin-4-one COC1=CC=C(C=N1)CC1=NC2=CC=C(C=C2C(N1)=O)OC1=CC(=NC=C1)C=1C=NN(C1)C